6-[3-(difluoromethoxy)-4-fluoro-phenyl]-1-[(5-fluoro-3-pyridyl)methyl]-3-methyl-imidazo[4,5-b]pyridin-2-one FC(OC=1C=C(C=CC1F)C=1C=C2C(=NC1)N(C(N2CC=2C=NC=C(C2)F)=O)C)F